C(C)OC(C(CC(COCC1=CC=CC=C1)=O)=O)=O 5-(benzyloxy)-2,4-dioxopentanoic acid ethyl ester